FC(OC1=CC=C(C(=N1)O)C1=CN=CC(=N1)C(=O)N/N=C/C=1C(=NC=C(C1)OC)F)F (E)-6-(6-(difluoromethoxy)-2-hydroxypyridin-3-yl)-N'-((2-fluoro-5-methoxypyridin-3-yl)methylene)pyrazine-2-carbohydrazide